4-((2S,4s,6R)-2-(difluoromethyl)-7-((5-methoxy-7-methyl-1H-indol-4-yl)methyl)-7-azaspiro[3.5]nonan-6-yl)benzoic acid FC(C1CC2(C1)C[C@@H](N(CC2)CC2=C1C=CNC1=C(C=C2OC)C)C2=CC=C(C(=O)O)C=C2)F